2-(2,6-dioxo-piperidin-3-yl)-4-{4-[4-(2,2,2-trifluoro-ethyl)-piperazin-1-ylmethyl]-benzyloxy}-isoindole-1,3-dione O=C1NC(CCC1N1C(C2=CC=CC(=C2C1=O)OCC1=CC=C(C=C1)CN1CCN(CC1)CC(F)(F)F)=O)=O